5-chloro-N2-(7-(4-(dimethylamino)piperidin-1-yl)benzo[d][1,3]dioxol-4-yl)-N4-(1-(methylsulfonyl)indolin-7-yl)pyrimidine-2,4-diamine ClC=1C(=NC(=NC1)NC1=CC=C(C=2OCOC21)N2CCC(CC2)N(C)C)NC=2C=CC=C1CCN(C21)S(=O)(=O)C